C(C)(C)(C)OC(=O)N1C(CN(CC1)CCC(NC1=NC=CC(=C1)Br)=O)CC(=O)OC 4-{2-[(4-bromopyridin-2-yl)carbamoyl]Ethyl}-2-(2-methoxy-2-oxoethyl)piperazine-1-carboxylic acid tert-butyl ester